FC1(CCC(CC1)C(=O)N[C@@H](CCOCCCCC1=NC=2NCCCC2C=C1)C(=O)O)F N-(4,4-difluorocyclohexane-1-carbonyl)-O-(4-(5,6,7,8-tetrahydro-1,8-naphthyridin-2-yl)butyl)homoserine